(E)-N-(2-(6-methoxy-2-oxo-2,3-dihydro-1,3-benzooxazol-3-yl)ethyl)-3-(3-furanyl)acrylamide COC1=CC2=C(N(C(O2)=O)CCNC(\C=C\C2=COC=C2)=O)C=C1